CC=1C(=NC=CC1)NC1=NC(=NS1)C1=NC=C(C(=O)NCC(F)(F)F)C=C1 6-(5-(3-methyl-pyridin-2-ylamino)-1,2,4-thiadiazol-3-yl)-N-(2,2,2-trifluoroethyl)nicotinamide